(1r,3r)-3-((6-(2-(4-((2-(5-Methyl-1,2,4-oxadiazol-3-yl)pyrimidin-5-yl)oxy)phenyl)propan-2-yl)pyridine-3-yl)oxy)cyclobutylamine CC1=NC(=NO1)C1=NC=C(C=N1)OC1=CC=C(C=C1)C(C)(C)C1=CC=C(C=N1)OC1CC(C1)N